BrC=1C=C(C=CC1)NC1COCC1O[Si](C)(C)C(C)(C)C N-(3-bromophenyl)-4-((tert-butyldimethylsilyl)oxy)tetrahydrofuran-3-amine